C(C)(C)(C)OC(=O)N1C[C@@H](NCC1)CO.CC1=C(NC(C)C2=NC(=CC=C2)C(C)NC2=C(C(=C(C(=C2CC2=CC=CC=C2)OC)OC)OC)CC2=CC=CC=C2)C(=CC=C1)C 2-(1-(2,6-dimethyl-anilino)ethyl)-6-(1-(2,6-diphenylmethyl-3,4,5-trimethoxyanilino)-ethyl)pyridine t-butyl-(R)-3-(hydroxymethyl)piperazin-1-carboxylate